N,N-diethyl-beta-pentoxypropionamide C(C)N(C(CCOCCCCC)=O)CC